tert-butyl (S)-3-(3-(6-morpholino-1H-benzo[d]imidazol-2-yl)-1H-indazole-5-carboxamido)pyrrolidine-1-carboxylate O1CCN(CC1)C=1C=CC2=C(NC(=N2)C2=NNC3=CC=C(C=C23)C(=O)N[C@@H]2CN(CC2)C(=O)OC(C)(C)C)C1